4-(6-(4-benzyl-4-(hydroxymethyl)piperidin-1-yl)pyridin-3-yl)-6-ethoxypyrazolo[1,5-a]pyridine-3-carbonitrile C(C1=CC=CC=C1)C1(CCN(CC1)C1=CC=C(C=N1)C=1C=2N(C=C(C1)OCC)N=CC2C#N)CO